6-(1-Bromoethyl)-4-methoxynicotinonitrile BrC(C)C1=NC=C(C#N)C(=C1)OC